C1CCC=C2C3=CC=CC=C3OP(=C12)=O dihydro-9-oxa-10-phosphaphenanthrene-10-oxide